N-[1-[3-[5-(2,2,2-trifluoroethoxy)pyrimidin-2-yl]pyrazin-2-yl]ethyl]-3-(trifluoromethyl)-5-(trifluoromethylsulfonyl)benzamide FC(COC=1C=NC(=NC1)C=1C(=NC=CN1)C(C)NC(C1=CC(=CC(=C1)S(=O)(=O)C(F)(F)F)C(F)(F)F)=O)(F)F